(S)-N,N-dimethylpiperidin-3-amine hydrochloride Cl.CN([C@@H]1CNCCC1)C